1-({4-[(5-fluoro-2-oxopyridin-1-yl)methyl]phenyl}methyl)-N-[(3-fluoro-4-methoxypyridin-2-yl)methyl]-3-(methoxymethyl)pyrazole-4-carboxamide hydrochloride Cl.FC=1C=CC(N(C1)CC1=CC=C(C=C1)CN1N=C(C(=C1)C(=O)NCC1=NC=CC(=C1F)OC)COC)=O